(2R,3R,4R,5R)-5-(2-amino-6-(methylamino)-9H-purin-9-yl)-4-fluoro-4-methyl-2-((2-phenylacetoxy)methyl)tetrahydrofuran-3-yl L-valinate N[C@@H](C(C)C)C(=O)O[C@@H]1[C@H](O[C@H]([C@]1(C)F)N1C2=NC(=NC(=C2N=C1)NC)N)COC(CC1=CC=CC=C1)=O